OC1=CC=C(C(=O)[O-])C=C1O 4,5-dihydroxybenzoate